2,6-dimethoxy-4-propyl-Phenol COC1=C(C(=CC(=C1)CCC)OC)O